ClC1=CC=C(CN2N=C(C=CC2=O)C=2C=CC3=C(C[C@H](O3)C)C2)C=C1 (R)-2-(4-chlorobenzyl)-6-(2-methyl-2,3-dihydrobenzofuran-5-yl)pyridazin-3(2H)-one